pyridine-2-carboxylic acid cyanomethyl ester C(#N)COC(=O)C1=NC=CC=C1